C(C)(C)(C)OC(=O)N1CCN(CC1)C1=CC(N(C2=CC=C(N=C12)C)C)=O 4-(1,6-dimethyl-2-oxo-1,2-dihydro-1,5-naphthyridin-4-yl)piperazine-1-carboxylic acid tert-butyl ester